Bromo Alcohol BrO